NC1=NC=C(C=N1)O amino-5-hydroxypyrimidine